hydroquinone mono(methyl)acrylate COC(C=C)=O.C1(O)=CC=C(O)C=C1